lauroyl-hydroxyethyl-beta-alanine sodium salt [Na+].C(CCCCCCCCCCC)(=O)N(CCC(=O)[O-])CCO